C(C1CO1)OCCC[Si](OC)(OC)OC (glycidoxy)propyl-trimethoxysilane